O=C1O[C@]2(C(N1CC(N1CC(CC1)C1=CC=CC=C1)=O)=O)CCC1=CC(=CC=C12)NC(=O)NC (R)-1-(2',4'-dioxo-3'-(2-oxo-2-(3-phenylpyrrolidin-1-yl)ethyl)-2,3-dihydrospiro[indene-1,5'-oxazolidine]-5-yl)-3-methylurea